2-chloro-9-(1,1-dimethylsilolan-3-yl)-7-methyl-7,9-dihydro-8H-purin-8-one ClC1=NC=C2N(C(N(C2=N1)C1C[Si](CC1)(C)C)=O)C